8-fluoro-9-[4-hydroxy-3-(hydroxymethyl)butyl]guanine FC=1N(C=2N=C(NC(C2N1)=O)N)CCC(CO)CO